t-butylaminoethyl-acrylamide C(C)(C)(C)NCCC(C(=O)N)=C